COC1=NN(C2=CC=C(C(=C12)C1=CC(=C(C=C1)S(=O)(=O)C)C)C#N)C(C1=CC=CC=C1)(C1=CC=CC=C1)C1=CC=CC=C1 3-methoxy-4-(3-methyl-4-(methylsulfonyl)phenyl)-1-trityl-1H-indazole-5-carbonitrile